isopropoxy-1H-benzo[d]imidazol C(C)(C)ON1C=NC2=C1C=CC=C2